6-chloro-N-[5-(difluoromethoxy)-4,6-dimethoxy-pyrimidin-2-yl]-7-(3-methylpyrazin-2-yl)-1H-indole-3-sulphonamide ClC1=CC=C2C(=CNC2=C1C1=NC=CN=C1C)S(=O)(=O)NC1=NC(=C(C(=N1)OC)OC(F)F)OC